4-[5-(4-bromophenyl)-1-[2-(trifluoromethyl)phenyl]pyrrol-2-yl]-N-[2-(dimethylamino)ethyl]benzamide BrC1=CC=C(C=C1)C1=CC=C(N1C1=C(C=CC=C1)C(F)(F)F)C1=CC=C(C(=O)NCCN(C)C)C=C1